dihydroxyplatinum dihydroxide O[Pt](O)(O)O